1-{[3-bromo-4-(2,4-difluorophenoxy)phenyl]imino}tetrahydro-1H-1λ6-thiophene-1-oxide BrC=1C=C(C=CC1OC1=C(C=C(C=C1)F)F)N=S1(CCCC1)=O